((6-(2-chloro-3-(3-chloro-2-((R)-5-((((R)-5-oxopyrrolidin-2-yl)methyl)amino)-5,6,7,8-tetrahydronaphthalen-2-yl)pyridin-4-yl)phenyl)-2-methoxypyridin-3-yl)methyl)-D-homoserine ClC1=C(C=CC=C1C1=C(C(=NC=C1)C1=CC=2CCC[C@H](C2C=C1)NC[C@@H]1NC(CC1)=O)Cl)C1=CC=C(C(=N1)OC)CN[C@H](CCO)C(=O)O